2,4,7-trichloro-8-fluoro-1,3,6-triazanaphthalene ClC1=NC2=C(C(=NC=C2C(=N1)Cl)Cl)F